N-(4-(2-(4-isopropyl-5-(8-methoxy-[1,2,4]triazolo[1,5-a]pyridin-6-yl)-1H-pyrazol-3-yl)thiazol-5-yl)cyclohexyl)-3-methyloxetan-3-amine C(C)(C)C=1C(=NNC1C=1C=C(C=2N(C1)N=CN2)OC)C=2SC(=CN2)C2CCC(CC2)NC2(COC2)C